[3-[4-(4-Chloro-2-methylsulfonyl-phenyl)phenyl]azetidin-1-yl]-[(3S)-3-(1H-triazol-5-yl)pyrrolidin-1-yl]methanone ClC1=CC(=C(C=C1)C1=CC=C(C=C1)C1CN(C1)C(=O)N1C[C@H](CC1)C1=CN=NN1)S(=O)(=O)C